6-bromo-N,N-bis(4-methoxybenzyl)-2-(pyridin-2-ylmethyl)-[1,2,4]triazolo[1,5-a]pyrazin-8-amine BrC=1N=C(C=2N(C1)N=C(N2)CC2=NC=CC=C2)N(CC2=CC=C(C=C2)OC)CC2=CC=C(C=C2)OC